(R)-1-(5-(3-(5-aminopyrimidin-2-yl)-5-chlorophenyl)-2,2-dimethylmorpholino)prop-2-en-1-one NC=1C=NC(=NC1)C=1C=C(C=C(C1)Cl)[C@H]1N(CC(OC1)(C)C)C(C=C)=O